2-(2-((2,2-Difluoroethyl)amino)pyridin-4-yl)-N-(3-(3-(2-hydroxyethyl)-2-oxoimidazolin-1-yl)-1-methyl-1H-pyrazol-4-yl)-1,3-oxazole-4-carboxamide FC(CNC1=NC=CC(=C1)C=1OC=C(N1)C(=O)NC=1C(=NN(C1)C)N1C(N(CC1)CCO)=O)F